C1(=CC=CC=C1)S(=O)(=O)N1C=2C(C=3C=C(C=CC13)C(=O)OC)=CN(C2)CC2=CC=CC=C2 methyl 4-(benzenesulfonyl)-2-benzyl-2H,4H-pyrrolo[3,4-b]indole-7-carboxylate